C(C1=CC=CC=C1)N1C(C(=C(C1=O)CC1=CC=CC=C1)C1CCCCCCC1)=O dibenzyl-cyclooctyl-maleimide